CC=1C=CC2=C(OC3=C(C(N2)=O)C=CC(=C3)C=C)C1 7-methyl-3-vinyldibenzo[b,f][1,4]oxazepin-11(10H)-one